(2R,4R)-6-chloro-N-{3-[3-(4-chlorophenyl)-1H-pyrrol-1-yl]bicyclo[1.1.1]pentan-1-yl}-4-hydroxy-3,4-dihydro-2H-1-benzopyran-2-carboxamide ClC=1C=CC2=C([C@@H](C[C@@H](O2)C(=O)NC23CC(C2)(C3)N3C=C(C=C3)C3=CC=C(C=C3)Cl)O)C1